N-{[(2S)-azetidin-2-yl]methyl}-1-[2-cyano-4-(trifluoromethyl)phenyl]-4-[6-(1-methyl-1H-pyrrol-2-yl)pyridin-3-yl]piperidine-4-carboxamide N1[C@@H](CC1)CNC(=O)C1(CCN(CC1)C1=C(C=C(C=C1)C(F)(F)F)C#N)C=1C=NC(=CC1)C=1N(C=CC1)C